FC1=CC=C(C=N1)C(=O)NC1=CC=C2C(=N1)NC1=C2C=NC=C1 6-fluoro-N-(9H-pyrrolo[2,3-b:4,5-c']dipyridin-2-yl)pyridine-3-carboxamide